NCCOCCOCCN1C(=NC=2C(=NC=3C=CC=CC3C21)N)CCCC 1-(2-(2-(2-aminoethoxy)ethoxy)ethyl)-2-butyl-1H-imidazo[4,5-c]quinolin-4-amine